C(CCC)S(=O)(=O)N1CCN(CC1)C(CN1C(=CC2=C(C(=CC=C12)CN1CCC2(CN(C2)C2=NC=NC3=CC=C(C=C23)CC(F)(F)F)CC1)C)C#N)C 1-[2-(4-butyl-sulfonyl-piperazin-1-yl)propyl]-4-methyl-5-[[2-[6-(2,2,2-trifluoroethyl)quinazolin-4-yl]-2,7-diazaspiro[3.5]nonan-7-yl]methyl]indole-2-carbonitrile